4-[2-(2,8-diaza-spiro[4.5]dec-8-yl)-5-(3-fluoro-4-methoxy-phenyl)-1-methyl-6-oxo-1,6-dihydro-pyrimidin-4-yl]-2-fluorobenzonitrile C1NCCC12CCN(CC2)C=2N(C(C(=C(N2)C2=CC(=C(C#N)C=C2)F)C2=CC(=C(C=C2)OC)F)=O)C